1-oxo-1λ6-thiane-4-carboxamide O=[SH2]1CCC(CC1)C(=O)N